OCC([C@@H](C[C@H]1C(NCC1)=O)NC(=O)[C@H]1N(C[C@H]2[C@@H]1CCC2)C(=O)[C@@]2(NC(CC2)=O)C2=CC=CC=C2)=O (1S,3aR,6aS)-N-((R)-4-hydroxy-3-oxo-1-((S)-2-oxopyrrolidin-3-yl)butan-2-yl)-2-((S)-5-oxo-2-phenylpyrrolidine-2-carbonyl)octahydrocyclopenta[c]pyrrole-1-carboxamide